2-(4-fluoro-3-(piperazin-1-yl)phenoxy)ethan-1-ol FC1=C(C=C(OCCO)C=C1)N1CCNCC1